4-(3-(3-fluorophenyl)-1,2,4-oxadiazol-5-yl)piperidin FC=1C=C(C=CC1)C1=NOC(=N1)C1CCNCC1